methyl (S)-2-((S)-1-(1H-pyrazol-1-yl)propan-2-yl)-3-((R)-1,1-dioxidotetrahydrothiophen-3-yl)-7-methyl-3,7,8,9-tetrahydro-6H-imidazo[4,5-f]quinoline-6-carboxylate N1(N=CC=C1)C[C@H](C)C=1N(C=2C(=C3CC[C@@H](N(C3=CC2)C(=O)OC)C)N1)[C@H]1CS(CC1)(=O)=O